C(C1=CC=CC=C1)(=O)OCC[C@@H]1C(CCC2[C@]([C@@H](CC[C@@]12C)O)(C)CO)=C 2-((1R,5R,6R,8aS)-6-Hydroxy-5-(hydroxymethyl)-5,8a-dimethyl-2-methylenedecahydro naphthalen-1-yl)ethyl benzoate